C1(CC1)OC1=C(C=CC(=C1)F)C(=O)N1CC2(C1)CC(C2)C2=CC(=NN2C2=C(C=CC(=C2)F)C)C (2-cyclopropoxy-4-fluorophenyl)(6-(1-(5-fluoro-2-methylphenyl)-3-methyl-1H-pyrazol-5-yl)-2-azaspiro[3.3]heptan-2-yl)methanone